hexahydro-1H-pyrrolo[3,4-c]pyridine-2(3H)-carboxylic acid tert-butyl ester C(C)(C)(C)OC(=O)N1CC2CNCCC2C1